pyridoxine hydrochloride salt Cl.N1=C(C)C(O)=C(CO)C(CO)=C1